3-(2-(3-(dicyanomethylene)-5,5-dimethylcyclohexen-1-yl) vinyl)-4-morpholinylcoumarin-7-acrylate C(#N)C(=C1C=C(CC(C1)(C)C)C=CC=1C(OC2=CC(=CC=C2C1N1CCOCC1)C=CC(=O)[O-])=O)C#N